CN1C(C(=CC2=CC(=CC=C12)C1=CC=C(C=C1)N1CCN(CC1)C(C)C)C1=CC=CC=C1)=O 1-methyl-3-phenyl-6-{4-[4-(propan-2-yl)piperazin-1-yl]phenyl}-1,2-dihydro-quinolin-2-one